[Na+].O1C=2C(OCC1COCCC(S(=O)(=O)[O-])F)=CSC2 3-[(2,3-dihydrothieno[3,4-b]-[1,4]dioxin-2-yl)methoxy]-1-fluoro-1-propanesulfonic acid sodium salt